2,6-di-t-butyl-anthracene C(C)(C)(C)C1=CC2=CC3=CC=C(C=C3C=C2C=C1)C(C)(C)C